aniline borate B(O)(O)O.NC1=CC=CC=C1